Methyl 5-fluoro-2-methoxy-4-((3-morpholinobicyclo[1.1.1]pentan-1-yl)amino)nicotinate FC=1C=NC(=C(C(=O)OC)C1NC12CC(C1)(C2)N2CCOCC2)OC